10-methyl-4b-(3-methyl-1H-indol-2-yl)-11-(4-nitrophenyl)-11,11a-dihydroindeno[2',1':4,5]pyrrolo[1,2-a]indol-12(4bH)-one CC1=C2N(C=3C=CC=CC13)C1(C(C2C2=CC=C(C=C2)[N+](=O)[O-])C(C2=CC=CC=C21)=O)C=2NC1=CC=CC=C1C2C